CNCCN(C)C N,N',N'-trimethylethane-1,2-diamine